OC1=C(C=O)C=C(C=C1)\C=C\C1=CC(=CC=C1)C(F)(F)F (E)-2-hydroxy-5-(3-(trifluoromethyl)styryl)benzaldehyde